tert-Butyl 4-(2-bromoacetyl)-2-methylpiperidine-1-carboxylate BrCC(=O)C1CC(N(CC1)C(=O)OC(C)(C)C)C